C(C)(=O)[O-].C(C)[N+]1=C(C=CC=C1)CC 1,2-diethylpyridinium acetate